BrC=1C=C2C=C(N=CC2=CC1Cl)NC(=O)C1CC12COCCC2 racemic-N-(6-bromo-7-chloroisoquinolin-3-yl)-5-oxaspiro[2.5]octane-1-carboxamide